5-Ethynyl-2-(1-isopropyl-4-methyl-1H-pyrazol-5-yl)-N-(4-(1-methyl-4-(trifluoromethyl)-1H-imidazol-2-yl)benzyl)pyrimidin-4-amine C(#C)C=1C(=NC(=NC1)C1=C(C=NN1C(C)C)C)NCC1=CC=C(C=C1)C=1N(C=C(N1)C(F)(F)F)C